7-(4-chloro-2-fluorobenzyl)-6-methyl-N-(5-methyl-1H-pyrazol-3-yl)-4-(morpholinoethyl)pyrido[1,2-b]pyridazin-2-amine ClC1=CC(=C(CC=2C(=CC=3N(NC(=CC3CCN3CCOCC3)NC3=NNC(=C3)C)C2)C)C=C1)F